ClC=1C(=C2C(=NNC2=CC1C)C)C1=C(C=C2C(=NC(=NC2=C1F)OC[C@H]1N(C[C@@H](C1)F)C)N1C[C@@]2(CC[C@H](C1)N2)C)F 7-(5-chloro-3,6-dimethyl-1H-indazol-4-yl)-6,8-difluoro-2-(((2S,4R)-4-fluoro-1-methylpyrrolidin-2-yl)methoxy)-4-((1S,5R)-1-methyl-3,8-diazabicyclo[3.2.1]octan-3-yl)quinazoline